ClC1=CC=C(C=N1)C1=C(C=C(C=C1)NC(CC1=C(C=CC=C1)F)=O)S(N)(=O)=O N-[4-(6-Chloropyridin-3-yl)-3-sulfamoylphenyl]-2-(2-fluorophenyl)acetamide